Cl.FC1=CNC=C1 (3R)-3-fluoropyrrole hydrochloride